N1C(OC(C2=C1C=CC=N2)=O)=O 2H-pyrido[3,2-d][1,3]oxazine-2,4(1H)-dione